C1(CC1)S(=O)(=O)N1N=CC(=C1)C1=NC=CC(=N1)NC1=NC=C(C(=C1)N1CC2(CC1)CCNCC2)C#CC=2C=NN(C2)C 2-(1-(cyclopropylsulfonyl)-1H-pyrazol-4-yl)-N-(5-((1-methyl-1H-pyrazol-4-yl)ethynyl)-4-(2,8-diazaspiro[4.5]dec-2-yl)pyridin-2-yl)pyrimidin-4-amine